[Na+].C(C)N(C1=CC(=CC=C1)OC)CC(CS(=O)(=O)[O-])O N-ethyl-N-(2-hydroxy-3-sulfopropyl)-3-methoxyaniline sodium salt